1-(trans-4-((4-(1-(difluoro-methyl)-1H-pyrazol-3-yl)-5-(trifluoromethyl)pyrimidin-2-yl)amino)cyclohexyl)-3-(2-methoxyethyl)-1-(5-(1-methyl-1H-pyrazol-4-yl)pyrazin-2-yl)urea FC(N1N=C(C=C1)C1=NC(=NC=C1C(F)(F)F)N[C@@H]1CC[C@H](CC1)N(C(=O)NCCOC)C1=NC=C(N=C1)C=1C=NN(C1)C)F